Cl.CC1=CC=C(C=N1)NN [6-methyl-3-pyridyl]hydrazine hydrochloride